O=C1NC(CCC1NC1=CC=C(C=C1)C1CCN(CC1)CCCCCCCCNC(=O)C1=NN(C(=C1)NC(N[C@@H]1CN(C[C@H]1C1=CC=CC=C1)CCOC)=O)C1=CC=CC=C1)=O |r| N-[8-[4-[4-[(2,6-dioxo-3-piperidyl)amino]phenyl]-1-piperidyl]octyl]-1-phenyl-5-[[rac-(3S,4R)-1-(2-methoxyethyl)-4-phenyl-pyrrolidin-3-yl]carbamoylamino]pyrazole-3-carboxamide